C(C)OC(=O)C=1C=NC=2N(C1O)N=CC2C(C)C 7-hydroxy-3-isopropyl-pyrazolo[1,5-a]Pyrimidine-6-carboxylic acid ethyl ester